NC=1C(N(C=C2C1N=C(N=C2N[C@H](C)C2=C(C(=CC=C2)C(F)F)F)C)C2(CC2)CF)=O (R)-8-amino-4-((1-(3-(difluoromethyl)-2-fluorophenyl)ethyl)amino)-6-(1-(fluoromethyl)cyclopropyl)-2-methylpyrido[4,3-d]pyrimidin-7(6H)-one